2-(azepan-1-yl)-N-[5-(hydroxymethyl)-3-pyridinyl]-5-(trifluoromethyl)pyridine-3-carboxamide N1(CCCCCC1)C1=NC=C(C=C1C(=O)NC=1C=NC=C(C1)CO)C(F)(F)F